2-chloro-N-(5-chloro-6-(difluoromethoxy)pyridin-3-yl)-9,9-dimethyl-8,9-dihydro-7H-cyclopenta[d]imidazo[1,2-b]pyridazine-7-carboxamide ClC=1N=C2N(N=CC3=C2C(CC3C(=O)NC=3C=NC(=C(C3)Cl)OC(F)F)(C)C)C1